C(C)(C)(C)[Si](C)(C)O[C@H](CN=C=S)C Tert-butyl-((1S)-2-isothiocyanato-1-methyl-ethoxy)-dimethylsilane